N-(6-(5-(2,4-dioxo-1,2,3,4-tetrahydropyrimidin-5-yl)-2-methoxy-3-(thiophen-2-yl)phenyl)naphthalen-2-yl)methanesulfonamide O=C1NC=C(C(N1)=O)C=1C=C(C(=C(C1)C=1C=C2C=CC(=CC2=CC1)NS(=O)(=O)C)OC)C=1SC=CC1